NCCN1CC2=C(CC1)N(C(=C2)C(=O)OCC)C ethyl 5-(2-aminoethyl)-1-methyl-6,7-dihydro-4H-pyrrolo[3,2-C]pyridine-2-carboxylate